FC1=C(C=C(C=C1)F)C1=CC=C(C=C1)N1C(N(CC1)C=1SC(=C(N1)C)S(=O)(=O)O)=O 2-(3-(2',5'-difluoro-[1,1'-biphenyl]-4-yl)-2-oxoimidazolidin-1-yl)-4-methylthiazole-5-sulfonic acid